(Z)-2-(4-Bromo-2-methyl-1-(3-phenoxybenzylidene)-1H-inden-3-yl)acetic acid BrC1=C2C(=C(/C(/C2=CC=C1)=C/C1=CC(=CC=C1)OC1=CC=CC=C1)C)CC(=O)O